6-(thiazol-2-yl)thieno[2,3-b]Pyridin-3-amine S1C(=NC=C1)C1=CC=C2C(=N1)SC=C2N